(S)-5-amino-N-(1-(4-bromo-2,6-difluorophenyl)ethyl)-N-methyl-6,8-dihydro-1H-furo[3,4-d]pyrrolo[3,2-b]pyridine-2-carboxamide NC1=C2C(=C3C(=N1)C=C(N3)C(=O)N(C)[C@@H](C)C3=C(C=C(C=C3F)Br)F)COC2